N(=[N+]=[N-])CCOCCOCCC(CN)=C 2-(2-(2-(2-azidoethoxy)ethoxy)ethyl)prop-2-en-1-amine